CN1N=CC=2CC[C@@H](CC12)C(=O)N[C@@H](CCO[C@@H]1C[C@H](C1)CCC1=NC=2NCCCC2C=C1)C(=O)O N-((S)-1-methyl-4,5,6,7-tetrahydro-1H-indazole-6-carbonyl)-O-(trans-3-(2-(5,6,7,8-tetrahydro-1,8-naphthyridin-2-yl)ethyl)cyclobutyl)homoserine